FC1=CC(=CC2=C1N=C(S2)C2CCNCC2)C2=CC1=CN(N=C1C=C2)C 4-fluoro-6-(2-methyl-2H-indazol-5-yl)-2-(piperidin-4-yl)-1,3-benzothiazole